4-bromo-N-{4-[4-(morpholin-4-yl)-7-{[2-(trimethylsilyl)ethoxy]methyl}-7H-pyrrolo[2,3-d]pyrimidin-6-yl]phenyl}pyridine-2-sulfonamide BrC1=CC(=NC=C1)S(=O)(=O)NC1=CC=C(C=C1)C1=CC2=C(N=CN=C2N2CCOCC2)N1COCC[Si](C)(C)C